((tert-Butoxycarbonyl)amino)-3-(2-(chlorosulfonyl)ethyl)piperidine-1-carboxylic acid benzyl ester C(C1=CC=CC=C1)OC(=O)N1C(C(CCC1)CCS(=O)(=O)Cl)NC(=O)OC(C)(C)C